4-(4-(1-ethyl-4-(trifluoromethyl)-1H-imidazol-2-yl)benzyl)-2-(4,4,5,5-tetramethyl-1,3,2-dioxaborolan-2-yl)-6,7-dihydropyrazolo[1,5-a]pyrimidin C(C)N1C(=NC(=C1)C(F)(F)F)C1=CC=C(CN2C=3N(CCC2)N=C(C3)B3OC(C(O3)(C)C)(C)C)C=C1